2-(5-(((1r,4r)-4-(((tert-butyldimethylsilyl)oxy)methyl)cyclohexyl)methoxy)pentyl)isoindole [Si](C)(C)(C(C)(C)C)OCC1CCC(CC1)COCCCCCN1C=C2C=CC=CC2=C1